6,7-Diazido-N,N-diethyl-3,7-dimethyloctan-1-amine N(=[N+]=[N-])C(CCC(CCN(CC)CC)C)C(C)(C)N=[N+]=[N-]